sec-butyl isocaproate C(CCC(C)C)(=O)OC(C)CC